(3s,5s)-5,7'-dimethyl-6'-(pyrimidin-2-yl)-3',4'-dihydro-1'h-1λ2-spiro[pyrrolidine-3,2'-[1,8]naphthyridine] dihydrochloride Cl.Cl.C[C@H]1C[C@]2(NC3=NC(=C(C=C3CC2)C2=NC=CC=N2)C)C[N]1